C1(=CC=C(C=C1)C1=CC(=NC2=CC=C(C=C12)CNC1CCOCC1)\C=C\1/N(C2=CC=CC=C2C1=O)C(C)=O)C1=CC=CC=C1 (Z)-2-((4-([1,1'-biphenyl]-4-yl)-6-(((tetrahydro-2H-pyran-4-yl)amino)-methyl)quinolin-2-yl)methylene)-1-acetylindolin-3-one